FC(C=1C=C2C(=CC=NC2=CC1)C(=O)O)F 6-(difluoromethyl)quinoline-4-carboxylic acid